7-chloro-2-methyl-4-(4,4,5,5-tetramethyl-1,3,2-dioxaborolan-2-yl)-2H-indazole ClC1=CC=C(C2=CN(N=C12)C)B1OC(C(O1)(C)C)(C)C